(2S,4R)-tert-butyl 4-(8-bromo-6-chloro-3,4-dihydroquinolin-1(2H)-yl)-2-(((tert-butyldimethylsilyl)oxy)methyl)pyrrolidine-1-carboxylate BrC=1C=C(C=C2CCCN(C12)[C@@H]1C[C@H](N(C1)C(=O)OC(C)(C)C)CO[Si](C)(C)C(C)(C)C)Cl